1-[({6-fluoro-2-[4'-fluoro-2'-(4-methyl-1,2,4-triazol-3-yl)-[1,1'-biphenyl]-3-yl]-7-methyl-1,3-benzoxazol-5-yl}methyl)amino]-2-methylpropan-2-ol FC1=C(C2=C(N=C(O2)C=2C=C(C=CC2)C2=C(C=C(C=C2)F)C2=NN=CN2C)C=C1CNCC(C)(O)C)C